FC1(CN(C1)S(=O)(=O)C=1C=C(C=CC1)NC(C1=C(N=CC=C1)N1CCC2(CC2)CC1)=O)F N-(3-((3,3-difluoroazetidin-1-yl)sulfonyl)phenyl)-2-(6-azaspiro[2.5]octan-6-yl)nicotinamide